OC1CN(C1)C(=O)O[C@@H]1CC[C@H](CC1)C(N(C[C@@H]1CC[C@H](CC1)C1=CC(=C(C=C1)OC)C)C1=CC(=CC=C1)C=1C=NN(C1)C(C)C)=O trans-4-((3-(1-Iso-propyl-1H-pyrazol-4-yl)phenyl)((trans-4-(4-methoxy-3-methylphenyl)cyclohexyl)methyl)carbamoyl)cyclohexyl 3-hydroxyazetidine-1-carboxylate